ClC=1C=CC=C2C=CC=C(C12)[Sn](C)(C)C (8-chloro-1-naphthyl)-trimethyl-stannane